5-(5-benzyl-1-propionyl-4,5-dihydro-1H-pyrazol-3-yl)-4-methylthieno[2,3-b]pyridin-6(7H)-one C(C1=CC=CC=C1)C1CC(=NN1C(CC)=O)C1=C(C2=C(NC1=O)SC=C2)C